ClC1=CC(=CS1)COC(N(C)CCC1CC1)=O 5-chloro-3-((((2-cyclopropylethyl)(methyl)carbamoyl)oxy)methyl)thiophene